FC(OC=1C(=NC(=NC1OC)NS(=O)(=O)C1=CNC2=C(C(=CC=C12)C(F)F)C1=NC=CC=N1)OC)F N-[5-(difluoromethoxy)-4,6-dimethoxy-pyrimidin-2-yl]-6-(difluoromethyl)-7-(2-pyrimidyl)-1H-indole-3-sulfonamide